(R)-(6-(2-methylpyrrolidin-1-yl)-1-oxo-2,3-dihydro-1H-pyrrolo[3,4-c]pyridin-4-yl)methylmethanesulfonate C[C@H]1N(CCC1)C1=CC2=C(C(=N1)CCS(=O)(=O)[O-])CNC2=O